tert-butyl (6-bromo-1,2,3,4-tetrahydronaphthalen-1-yl)carbamate BrC=1C=C2CCCC(C2=CC1)NC(OC(C)(C)C)=O